6-bromo-1-(2-chlorophenyl)-7-(1,1-difluoroethyl)-4-(methylamino)-quinazolin-2(1H)-one BrC=1C=C2C(=NC(N(C2=CC1C(C)(F)F)C1=C(C=CC=C1)Cl)=O)NC